3,4,6-trichloro-5-methylpyridazine ClC=1N=NC(=C(C1Cl)C)Cl